N'-(3-fluorophenyl)-2-pyridineformylhydrazine FC=1C=C(C=CC1)N(N)C(=O)C1=NC=CC=C1